N(CCO)CCO.C([O-])([O-])=O.[NH4+].[NH4+] (ammonium) carbonate (diethanolamine) salt